N1N=NN=C1C1=CC2=C(C(=CO2)C(=O)N)C=C1 6-(1H-tetrazol-5-yl)benzofuran-3-carboxamide